C(C)(C)N1CC2(CN(C2)C2=CC=C(C=C2)C2=CC3=C(C(=N2)C)N=C(N3C)C3=CC=C(C=C3)S(=O)(=O)C)C1 6-(4-(6-isopropyl-2,6-diazaspiro[3.3]heptan-2-yl)phenyl)-1,4-dimethyl-2-(4-(methylsulfonyl)phenyl)-1H-imidazo[4,5-c]pyridine